3-(pyrrolidin-3-yl)-[1,1'-biphenyl]-2-amine TFA salt OC(=O)C(F)(F)F.N1CC(CC1)C1=C(C(=CC=C1)C1=CC=CC=C1)N